C(CCCCCCCCCC)OC(C=1C(C(=O)[O-])=CC(C(=O)[O-])=CC1C=1NC=CN1)=O.C(#N)C(C)[N+]1=C(NC=C1)C1=CC=CC=C1.C(#N)C(C)[N+]1=C(NC=C1)C1=CC=CC=C1 1-cyanoethyl-2-phenylimidazolium undecylimidazoletrimellitate